meta-phenylenediamine zinc [Zn].C1(=CC(=CC=C1)N)N